C1(CC1)C1=NC=NC(=C1C=1N=C(C2=C(N1)C=CN2C)OCC2=CC=C(C=C2)C=2N(C=C(N2)C(F)(F)F)C)OC 2-(4-cyclopropyl-6-methoxy-pyrimidin-5-yl)-5-methyl-4-[[4-[1-methyl-4-(trifluoromethyl)imidazol-2-yl]phenyl]methoxy]pyrrolo[3,2-d]pyrimidine